methyl (2S)-2-[[(2S)-2-(tert-butoxycarbonylamino)-4-methyl pentanoyl]amino]-3-[(3S)-2-oxopyrrolidin-3-yl]propanoate C(C)(C)(C)OC(=O)N[C@H](C(=O)N[C@H](C(=O)OC)C[C@H]1C(NCC1)=O)CC(C)C